Cbz-DL-serine C(=O)(OCC1=CC=CC=C1)N[C@@H](CO)C(=O)O |r|